C1(=CC=CC=C1)N(CC=CCN(C1=CC=CC=C1)C1=CC=CC=C1)C1=CC=CC=C1 N,N,N',N'-Tetraphenyl-1,4-diaminobut-2-ene